7-(difluoromethyl)-8-methyl-6-oxo-5,6-dihydro-1,5-naphthyridine FC(C=1C(NC=2C=CC=NC2C1C)=O)F